COC1=CC=C(C=C1)N1C(NN=C1C1=NC2=CC=CC=C2C=C1)=S 4-(4-Methoxyphenyl)-5-(quinolin-2-yl)-2,4-dihydro-3H-1,2,4-triazole-3-thione